Spermidin NCCCCNCCCN